2-({[tris(propan-2-yl)silyl]oxy}methyl)-1H-pyrrolo[3,2-b]pyridine-5-sulfinate sodium salt [Na+].CC(C)[Si](OCC1=CC2=NC(=CC=C2N1)S(=O)[O-])(C(C)C)C(C)C